C1(CCC1)CC1=CN(C=2C1=NC=C(C2)C=2C(=NOC2C)C)C2=NC=C(C(=O)O)C=C2C 6-(3-(cyclobutylmethyl)-6-(3,5-dimethylisoxazol-4-yl)-1H-pyrrolo[3,2-b]pyridin-1-yl)-5-methylnicotinic acid